ClC=1C(=CC2=CN(N=C2C1)C1CCC(CC1)C=O)C1=C(C(=NC(=C1)C(F)(F)F)C(=O)N)C (6-chloro-2-((1r,4r)-4-formylcyclohexyl)-2H-indazol-5-yl)-6-(trifluoromethyl)methylpyridineamide